N-cyclopropyl-4-[7-[2-(3,3-difluoroazetidin-1-yl)ethoxy]imidazo[1,2-a]pyridin-3-yl]-2-(difluoromethoxy)-6-methoxy-benzamide C1(CC1)NC(C1=C(C=C(C=C1OC)C1=CN=C2N1C=CC(=C2)OCCN2CC(C2)(F)F)OC(F)F)=O